BrC=1C2=CN(N=C2C=CC1)C1C(NC(CC1)=O)=O 3-(4-bromo-2H-indazol-2-yl)piperidine-2,6-dione